5-(6-phenyl-4H-furo[3,4-c]pyrazol-2(6H)-yl)pyridin C1(=CC=CC=C1)C1OCC=2C1=NN(C2)C=2C=CC=NC2